5-(3-(hydroxymethyl)-5-methylpiperazin-1-yl)quinoline-8-carbonitrile OCC1CN(CC(N1)C)C1=C2C=CC=NC2=C(C=C1)C#N